(3,4,5-tris(benzyloxy)phenyl)methanol C(C1=CC=CC=C1)OC=1C=C(C=C(C1OCC1=CC=CC=C1)OCC1=CC=CC=C1)CO